C(C1=CC=CC=C1)N1C(N(C(CC1=O)=O)CC1=CC=CC=C1)=O 1,3-dibenzyl-pyrimidine-2,4,6(1H,3H,5H)-trione